CC(CN1CCN(CC1)C1=CC=C(C(=O)NC2=CC(=C(C=C2)C)NC2=NC=CC(=N2)C=2C=NC=CC2)C=C1)(C)C 4-[4-(2,2-Dimethyl-propyl)-piperazin-1-yl]-N-[4-methyl-3-(4-pyridin-3-yl-pyrimidin-2-ylamino)-phenyl]-benzamide